O=C1N(C(C2=CC=CC=C12)=O)C[C@H]1N(CCC2=CC=CC(=C12)O[C@@H]1CN(CC1)C(=O)C1=CN=CS1)C(=O)[C@H]1N(CCC1)C(=O)OC methyl (S)-2-((S)-1-((1,3-dioxoisoindolin-2-yl)methyl)-8-(((S)-1-(thiazole-5-carbonyl)pyrrolidin-3-yl)oxy)-1,2,3,4-tetrahydroisoquinoline-2-carbonyl)pyrrolidine-1-carboxylate